The molecule is a glycosyloxyisoflavone that is 7-hydroxyisoflavone attached to a beta-D-glucopyranosyl residue at position 7 via a glycosidic linkage. It derives from a 7-hydroxyisoflavone. C1=CC=C(C=C1)C2=COC3=C(C2=O)C=CC(=C3)O[C@H]4[C@@H]([C@H]([C@@H]([C@H](O4)CO)O)O)O